tert-butyl 3-(6-(4-fluorophenyl)-4-(1-(3-(methylcarbamoyl)benzyl)-1H-pyrazol-3-yl)pyridin-3-yl)pyrrolidine-1-carboxylate FC1=CC=C(C=C1)C1=CC(=C(C=N1)C1CN(CC1)C(=O)OC(C)(C)C)C1=NN(C=C1)CC1=CC(=CC=C1)C(NC)=O